2-(((6-fluoronaphthalen-2-yl)methyl)(methyl)amino)-5-oxo-5H-thieno[3,2-b]pyran-6-carboxylic acid FC=1C=C2C=CC(=CC2=CC1)CN(C1=CC=2OC(C(=CC2S1)C(=O)O)=O)C